(7S)-N-(2-Amino-3-fluoro-4-((4-hydroxybenzyl)amino)phenyl)-7,8-difluorooctanamid NC1=C(C=CC(=C1F)NCC1=CC=C(C=C1)O)NC(CCCCC[C@@H](CF)F)=O